C(#N)C=1C=C(C=CC1F)NC(C1=C(N=C(C=C1)C)N1CC(C(CC1)(F)F)C)=O N-(3-cyano-4-fluorophenyl)-2-(4,4-difluoro-3-methylpiperidin-1-yl)-6-methylnicotinamide